FC(C=1C(=C(C=CC1)[C@@H](C)NC=1C=2C(N=C(N1)C)=C(C(N(C2)C2(CC2)CF)=O)N2N=CC(=C2)C#N)F)F (R)-1-(4-((1-(3-(difluoromethyl)-2-fluorophenyl)ethyl)amino)-6-(1-(fluoromethyl)cyclopropyl)-2-methyl-7-oxo-6,7-dihydropyrido[4,3-d]pyrimidin-8-yl)-1H-pyrazole-4-carbonitrile